NC1=NC=CC(=C1Cl)SC=1N=CC(=NC1)N1CCC2([C@@H]([C@@H](OC2)C)N)CC1 (3s,4s)-8-(5-((2-amino-3-chloropyridin-4-yl)thio)pyrazin-2-yl)-3-methyl-2-oxa-8-azaspiro[4.5]decan-4-amine